(1R,2R,3aS,10aR)-1-[(1E,3ξ)-3-(1-butylcyclobutyl)-3-hydroxy-1-propen-1-yl]-2-fluoro-5-methyl-2,3,3a,9,10,10a-hexahydro-1H-benzo[b]cyclopenta[f]oxepin-6-carboxylic acid C(CCC)C1(CCC1)C(/C=C/[C@H]1[C@@H](C[C@H]2[C@@H]1CCC1=C(O2)C(=C(C=C1)C(=O)O)C)F)O